3-(1,1-dimethylethyl)-4-hydroxy-5-methyl-benzenepropionic acid CC(C)(C)C=1C=C(C=C(C1O)C)CCC(=O)O